(R)-3-(1-((7-methoxy-2-methyl-6-(4-(2-oxopyrrolidin-1-yl)piperidin-1-yl)quinazolin-4-yl)amino)ethyl)-2-methylbenzonitrile COC1=C(C=C2C(=NC(=NC2=C1)C)N[C@H](C)C=1C(=C(C#N)C=CC1)C)N1CCC(CC1)N1C(CCC1)=O